ClC1=NC=CC(=C1)C1=C(N=C2C=3O[C@@H](CC3C(=NN12)NCC1(CCNCC1)F)C)C [(R)-3-(2-Chloro-pyridin-4-yl)-2,7-dimethyl-6,7-dihydro-8-oxa-1,3a,4-triaza-as-indacen-5-yl]-(4-fluoro-piperidin-4-ylmethyl)-amine